N-(1-(4-fluorobenzyl)-1H-indazol-3-yl)furan-3-carboxamide FC1=CC=C(CN2N=C(C3=CC=CC=C23)NC(=O)C2=COC=C2)C=C1